FC=1C2=CN(N=C2C=CC1C(=O)O)C 4-fluoro-2-methyl-indazole-5-carboxylic acid